C(C1=CC=CC=C1)OC(=O)N1CCC(CC1)C(=O)O N-Benzyloxycarbonylpiperidine-4-carboxylic acid